FC(C(=O)NCC#C)(F)F 2,2,2-trifluoro-N-prop-2-ynyl-acetamide